IC=1C=NN(C1)C1CCC2(OCCO2)CC1 4-iodo-1-(1,4-dioxaspiro[4.5]decan-8-yl)-1H-pyrazole